CC1=C(OC(C(=O)O)(C)C)C(=CC(=C1)CN1CCN(CC1)C1=NC=C(C=N1)C(F)(F)F)C 2-(2,6-Dimethyl-4-((4-(5-(trifluoromethyl)pyrimidin-2-yl)piperazin-1-yl)methyl)phenoxy)-2-methylpropanoic acid